C(#N)C1=CC=C(C=N1)CNC(=O)C=1C(=C2C=CC=NC2=CN1)O N-((6-cyanopyridin-3-yl)methyl)-5-hydroxy-1,7-naphthyridine-6-carboxamide